C(C)(C)(C)C=1C=CC=2N(C3=CC=C(C=C3C2C1)C(C)(C)C)C1=CC=C(C(=O)Cl)C=C1 4-(3,6-di-tert-butyl-9H-carbazol-9-yl)benzoyl chloride